C(C)OC(CN(C)CC1CCN(CC1)C(=O)OC(C)(C)C)=O tert-butyl 4-[[(2-ethoxy-2-oxo-ethyl)-methyl-amino]methyl]piperidine-1-carboxylate